4-(benzyloxy)-2-chloropyridine C(C1=CC=CC=C1)OC1=CC(=NC=C1)Cl